diazasilaneamine N([SiH2]N)N